FC1(CCNCC1)COCCOCCOC(C)C 4-fluoro-4-((2-(2-isopropoxyethoxy)ethoxy)methyl)piperidine